N-[4-(1-cyclopentyl-1H-pyrazol-4-yl)-3-sulfamoylphenyl]-2-(2-fluorophenyl)acetamide C1(CCCC1)N1N=CC(=C1)C1=C(C=C(C=C1)NC(CC1=C(C=CC=C1)F)=O)S(N)(=O)=O